NC=1N=C(SC1C(C1=CC=CC=C1)=O)N(C1=CC(=C(C=C1)F)OC(F)(F)F)C(C(=O)N)C [N-(4-amino-5-benzoyl-thiazol-2-yl)-4-fluoro-3-(trifluoromethoxy)anilino]propanamide